(2R,4S)-N-((S)-1-(((R)-2-amino-6,7-dihydro-5H-cyclopenta[b]pyridin-5-yl)amino)-1-oxopropan-2-yl)-4-(3-chloro-4-fluorobenzyl)pyrrolidine-2-carboxamide NC1=CC=C2C(=N1)CC[C@H]2NC([C@H](C)NC(=O)[C@@H]2NC[C@H](C2)CC2=CC(=C(C=C2)F)Cl)=O